tert-butyl 5-(3-iodopropyl)hexahydropyrrolo[3,4-c]pyrrole-2(1H)-carboxylate ICCCN1CC2C(C1)CN(C2)C(=O)OC(C)(C)C